FC(CN1N=CC(=C1)OC1CC2(CNC2)C1)(F)F 6-[1-(2,2,2-trifluoroethyl)pyrazol-4-yl]oxy-2-azaspiro[3.3]heptane